di(3-mercaptobutyl) phthalate C(C=1C(C(=O)OCCC(C)S)=CC=CC1)(=O)OCCC(C)S